(4-(2-(methylamino)ethoxy)phenyl)methanone CNCCOC1=CC=C(C=C1)C=O